C1(=CC=CC=C1)C=1C2(C3=CC4=CC(=CC=C4C3=CC1)C1=CC=CC=C1)C(=CC=C1C3=CC=C(C=C3C=C12)C1=CC=CC=C1)C1=CC=CC=C1 2,2',7,7'-Tetraphenyl-spirobifluoren